C(C=C)(=O)OC(COC1=CC=C(C(=O)C2=CC=CC=C2)C=C1)CCCC 4-(2-acryloxyhexyloxy)benzophenone